C(CC)(=O)OC(C=C)=O propoylacrylate